3-[11(Z)-pentadecenyl]phenol C(CCCCCCCCC\C=C/CCC)C=1C=C(C=CC1)O